N-(2-cyclopropoxy-4-fluoro-5-nitrophenyl)acetamide C1(CC1)OC1=C(C=C(C(=C1)F)[N+](=O)[O-])NC(C)=O